BrC=1C=CC2=C(N=C(O2)CC(F)(F)F)C1 5-bromo-2-(2,2,2-trifluoroethyl)benzoxazole